1-(2-(tert-butyl)-4-fluorophenyl)-3-(2-methyl-6-oxo-1,6-dihydropyridin-3-yl)-7-(trifluoromethyl)-2,3-dihydroquinazolin-4(1H)-one C(C)(C)(C)C1=C(C=CC(=C1)F)N1CN(C(C2=CC=C(C=C12)C(F)(F)F)=O)C1=C(NC(C=C1)=O)C